FC1(CC1)C(=O)N1CC2(C1)CC(CC2)N2CCC(CC2)C2=C(C=CC=C2)O (1-fluorocyclopropyl)(6-(4-(2-hydroxyphenyl)piperidin-1-yl)-2-azaspiro[3.4]oct-2-yl)methanone